FC(CN1C=NC(=C1C=1C=CC=2N(N1)C(=CN2)CO)C2=CC=C(C=C2)F)F (6-(1-(2,2-difluoroethyl)-4-(4-fluoro-phenyl)-1H-imidazol-5-yl)imidazo[1,2-b]pyridazin-3-yl)methanol